BrC1=C(C(N(C=C1)C)=O)C 4-bromo-1,3-dimethylpyridin-2(1H)-one